BrC=1C(=NN(C1C1=C(C(=O)N)C=CC(=C1Cl)F)C=1NC(C(=C(N1)C)C)=O)C (4-bromo-1-(4,5-dimethyl-6-oxo-1,6-dihydropyrimidin-2-yl)-3-methyl-1H-pyrazol-5-yl)-3-chloro-4-fluorobenzamide